4-FORMYLNICOTINONITRILE C(=O)C1=CC=NC=C1C#N